benzyl 4-(1-(4-((tert-butoxycarbonyl)amino)-2-ethyl-5-methoxyphenyl)piperidin-4-yl)piperazine-1-carboxylate C(C)(C)(C)OC(=O)NC1=CC(=C(C=C1OC)N1CCC(CC1)N1CCN(CC1)C(=O)OCC1=CC=CC=C1)CC